C(CCC)C1=CC=C(C[C@@H]2[C@@H]([C@H](OC2)C2=CC(=C(C=C2)OC)OC)COC(\C(=C/C)\C)=O)C=C1 (Z)-2-methyl-2-butenoic acid ((2S,3R,4R)-4-(4-butylbenzyl)-2-(3,4-dimethoxyphenyl)-tetrahydrofuran-3-yl)methyl ester